BrC=1C=C(C(=NC1Br)C(=O)OC)NC(=O)OC(C)(C)C methyl 5,6-dibromo-3-(tert-butoxycarbonylamino)pyridine-2-carboxylate